BrC1=CC=2C(S1)=C(C1=C(SC(=C1)Br)C2C2=CC=C(S2)C(=O)OCCCCCCCCCCCC)C2=CC=C(S2)C(=O)OCCCCCCCCCCCC 5,5'-(2,6-dibromobenzo[1,2-b:4,5-b']dithiophene-4,8-diyl)bis-2-thiophenecarboxylic acid, 2,2'-bis(dodecyl) ester